N-(4-(4-amino-5-(4-(pyrrolidine-1-carbonyl)phenyl)7H-pyrrolo[2,3-d]pyrimidin-6-yl)phenyl)methacrylamide tert-Butyl-N-[1-(pyrido[3,2-d]pyrimidin-4-ylamino)tetralin-6-yl]carbamate C(C)(C)(C)OC(NC=1C=C2CCCC(C2=CC1)NC=1C2=C(N=CN1)C=CC=N2)=O.NC=2C1=C(N=CN2)NC(=C1C1=CC=C(C=C1)C(=O)N1CCCC1)C1=CC=C(C=C1)NC(C(=C)C)=O